(3S,4S) or (3R,4R)-4-[4-(6-chloro-2-{[1-methyl-3-(trifluoromethyl)-1H-pyrazol-5-yl]amino}quinazolin-7-yl)piperidin-1-yl]oxolan-3-ol ClC=1C=C2C=NC(=NC2=CC1C1CCN(CC1)[C@@H]1[C@@H](COC1)O)NC1=CC(=NN1C)C(F)(F)F |o1:17,18|